5-(benzo[d][1,3]dioxol-5-yl)-1,3,3,5,7-pentamethyloctahydrobenzo[c]isoxazole O1COC2=C1C=CC(=C2)C2(CC1C(N(OC1(C)C)C)C(C2)C)C